IC1=CC=C(C=C1)C#CC(C)(N)C 4-(4-iodophenyl)-2-methyl-3-butyne-2-amine